C(C)(C)(C)OC(=O)N1C(C(C2=CC=C(C=C12)C#N)C(=O)O)CN(C1=CC=CC=C1)C 1-(tert-Butoxycarbonyl)-6-cyano-2-((methyl(phenyl)amino)methyl)indoline-3-carboxylic acid